CC(C(=O)N[C@@H]1CNC[C@H]1C)(COC1=NC=CC=C1C(F)(F)F)C 2,2-dimethyl-N-(trans-4-methylpyrrolidin-3-yl)-3-((3-(trifluoromethyl)pyridin-2-yl)oxy)propanamide